5-(1-(2-((6-amino-5-ethylpyridin-3-yl)amino)-2-oxoacetyl)-5-methylpiperidin-2-yl)-N-methylthiophene-2-carboxamide NC1=C(C=C(C=N1)NC(C(=O)N1C(CCC(C1)C)C1=CC=C(S1)C(=O)NC)=O)CC